N1N=CC2=CC(=CC=C12)C=1C=C(C(=O)NC=2N(C=C(N2)CCCCCC(N2CCCC2)=O)C2=CC=CC=C2)C=CC1 3-(1H-indazol-5-yl)-N-(4-(6-oxo-6-(pyrrolidin-1-yl)hexyl)-1-phenyl-1H-imidazol-2-yl)benzamide